Cl.FC1(CNCCC1)F 3,3-difluoro-piperidine hydrochloride